2-(2-(((S)-1-((2S,4R)-4-hydroxy-2-(((S)-1-(4-(4-methylthiazol-5-yl)phenyl)ethyl)carbamoyl)pyrrolidin-1-yl)-3,3-dimethyl-1-oxobutan-2-yl)amino)-2-oxoethyl)-2-azaspiro[3.3]heptan O[C@@H]1C[C@H](N(C1)C([C@H](C(C)(C)C)NC(CN1CC2(C1)CCC2)=O)=O)C(N[C@@H](C)C2=CC=C(C=C2)C2=C(N=CS2)C)=O